C\C(=C/C)\CCC=C(C)C (2E)-3,7-dimethyl-2,6-Octadien